CN1C(=NC=C1COC=1C=NC2=CC(=NC(=C2C1)OC1CCC(CC1)NC1=NC=C(C=N1)N1CCN(CC1)C)N1CCOCC1)[N+](=O)[O-] N-[4-[[3-[(3-methyl-2-nitro-imidazol-4-yl)methoxy]-7-morpholino-1,6-naphthyridin-5-yl]oxy]cyclohexyl]-5-(4-methylpiperazin-1-yl)pyrimidin-2-amine